C1=CC(=C(C(=C1)Cl)N)C2=CNC=C2Cl The molecule is a member of the class of pyrroles carrying chloro and 2-amino-3-chlorophenyl substituents at positions 3 and 4 respectively. It has a role as a bacterial metabolite and an androgen antagonist. It is an indole alkaloid, a member of monochlorobenzenes, a member of pyrroles and a substituted aniline.